Methyl 2-methyl-3-((4-methylthiazol-2-yl)amino)benzoate CC1=C(C(=O)OC)C=CC=C1NC=1SC=C(N1)C